SC=1SC(=C(N1)C)CCOC(C)=O 2-mercapto-4-methyl-5-(beta-acetoxyethyl)-thiazole